N-(1-ethyl-1H-indazol-4-yl)-4-fluorobenzamide C(C)N1N=CC2=C(C=CC=C12)NC(C1=CC=C(C=C1)F)=O